5-Ethynylquinolin-2-amine C(#C)C1=C2C=CC(=NC2=CC=C1)N